potassium sulfur chlorine [Cl].[S].[K]